[Si](C)(C)(C(C)(C)C)OC1C2OC[C@@]1(O[C@H]2N2C1=NC=NC(=C1N=C2)N)CON=CCCCCCCCCCCCCCCC 9-[(4R,6R)-7-[tert-butyl(dimethyl)silyl]oxy-4-[(hexadecylideneamino)oxymethyl]-2,5-dioxabicyclo[2.2.1]heptan-6-yl]purin-6-amine